(S)-N-(4-((4-(3-chlorophenyl-ethyl)-1,4-oxazepan-2-yl)methoxy)phenyl)-N-methyl-methanesulfonamide ClC=1C=C(C=CC1)CCN1C[C@H](OCCC1)COC1=CC=C(C=C1)N(S(=O)(=O)C)C